NC(C=1C=CC(=NC1)C1=C(C=C(C#N)C=C1)OC=1N(N=C(C1)C1CC1)C)C1=NN=NN1 4-[5-[amino(1H-tetrazol-5-yl)methyl]pyridin-2-yl]-3-(5-cyclopropyl-2-methylpyrazol-3-yl)oxybenzonitrile